(4-(5-(6-(4,4-difluoropiperidin-1-yl)pyridin-2-yl)-1H-imidazol-2-yl)-3-(6-azaspiro[2.5]oct-6-yl)phenyl)methanesulfonamide FC1(CCN(CC1)C1=CC=CC(=N1)C1=CN=C(N1)C1=C(C=C(C=C1)CS(=O)(=O)N)N1CCC2(CC2)CC1)F